trans-(1R,2R)-N,N'-dimethylcyclohexane-1,2-diamine CN[C@@H]1CCCC[C@H]1NC